C(CCC)OP(=O)(C)CC(C#N)OC(C)=O [2-[butoxy(methyl)phosphoryl]-1-cyano-ethyl]acetate